4-((2R,3S,5R)-3-(3,4-difluoro-2-methoxyphenyl)-5-methyl-1,1-dioxido-5-(trifluoromethyl)tetrahydrothiophene-2-carboxamido)picolinamide FC=1C(=C(C=CC1F)[C@H]1[C@@H](S([C@](C1)(C(F)(F)F)C)(=O)=O)C(=O)NC1=CC(=NC=C1)C(=O)N)OC